FC1=CC=C(C=C1)C=1C=CC(N(N1)CC(N1CCCC1)=O)=O 6-(4-fluorophenyl)-2-(2-oxo-2-(pyrrolidin-1-yl)ethyl)pyridazin-3(2H)-one